tert-Butyl 4-(4-fluorobenzoyl)-3,4-dihydroquinoxaline-1(2H)-carboxylate FC1=CC=C(C(=O)N2CCN(C3=CC=CC=C23)C(=O)OC(C)(C)C)C=C1